OC1=CC=C(CN2N=CN=C2)C=C1 1-(4-hydroxybenzyl)-1H-1,2,4-triazole